(S)-(1-methylpiperazin-2-yl)methanol CN1[C@@H](CNCC1)CO